C12CN(CC(CC1)N2)C=2C1=C(N=C(N2)OCC23CCCN3CCC2)CN(CC1)C1=CC=CC2=CC=CC(=C12)F 4-(3,8-diazabicyclo[3.2.1]oct-3-yl)-7-(8-fluoronaphthalen-1-yl)-2-((hexahydro-1H-pyrrolizin-7a-yl)methoxy)-5,6,7,8-tetrahydropyrido[3,4-d]pyrimidine